O1C=2C(OCC(C1)CCCCS(=O)(=O)O)=CSC2 4-(3,4-dihydro-2H-thieno[3,4-b][1,4]dioxepin-3-yl)-1-butanesulfonic acid